OC=1C=C(CCNC(CS)=O)C=CC1O N-(3,4-dihydroxyphenethyl)-2-mercaptoacetamide